1-bromo-4-(difluoro-methoxy)benzene BrC1=CC=C(C=C1)OC(F)F